2'-Chloro-4'-(oxetan-3-yloxy)-4,5,6',7'-tetrahydro-2H,5'H-spiro[furan-3,8'-quinoline] ClC1=NC=2C3(CCCC2C(=C1)OC1COC1)COCC3